4-(7-isopropyl-2-(1H-tetrazol-5-yl)-1H-indol-3-yl)-N,N-dimethylbenzenesulfonamide C(C)(C)C=1C=CC=C2C(=C(NC12)C1=NN=NN1)C1=CC=C(C=C1)S(=O)(=O)N(C)C